C1(CC1)C1=NC=2N(C=C1)N=CC2C(=O)NC2=C(C(=CC=C2)C2=NN(C=N2)CCO)OC 5-Cyclopropyl-N-(3-(1-(2-hydroxyethyl)-1H-1,2,4-triazol-3-yl)-2-methoxyphenyl)pyrazolo[1,5-a]pyrimidine-3-carboxamide